(S)-2'-chloro-5'-(difluoromethoxy)-6-methyl-N-(5-((tetrahydrofuran-3-yl)methoxy)-1,3,4-thiadiazol-2-yl)-(4,4'-bipyridine)-3-carboxamide ClC1=NC=C(C(=C1)C1=C(C=NC(=C1)C)C(=O)NC=1SC(=NN1)OC[C@@H]1COCC1)OC(F)F